(6S,10R,13S)-3-(2-(azetidin-3-yl)ethylidene)-6-(hydroxymethyl)-10,13-dimethyldodecahydro-1H-cyclopenta[a]phenanthrene-7,17(2H,8H)-dione N1CC(C1)CC=C1CC[C@@]2(C3CC[C@@]4(C(CCC4C3C([C@@H](C2C1)CO)=O)=O)C)C